CC1=CN=C(O1)CC(=O)N 2-(5-methyl-oxazol-2-yl)acetamide